The molecule is a member of the class of prostaglandins D that is prosta-5,13-dien-1-oic acid substituted by hydroxy groups at positions 9 and 15 and an oxo group at position 11 (the 5Z,9alpha,13E,15S- stereoisomer). It has a role as a human metabolite and a mouse metabolite. It is a conjugate acid of a prostaglandin D2(1-). CCCCC[C@@H](/C=C/[C@@H]1[C@H]([C@H](CC1=O)O)C/C=C\\CCCC(=O)O)O